OC(CNC)C1=CC(=C(C=C1)C(C(=O)[O-])(C)C)C(C(=O)[O-])(C)C 4-(1-hydroxy-2-(methylamino) ethyl)-1,2-phenylenebis(2-methylpropionate)